FC(C=1OC(=NN1)C1=CC=C(C=C1)CN1N=NC(=C1)C1=CC2=CN(C=C2C=C1)C)F 2-(difluoromethyl)-5-(4-((4-(2-methylisoindol-5-yl)-1H-1,2,3-triazol-1-yl)methyl)phenyl)-1,3,4-oxadiazole